ClC1=NC=C(C(=N1)NCC1=CC(=C(C=C1)N1N=C(C=C1OC)C(F)(F)F)OC)[N+](=O)[O-] 2-chloro-N-({3-methoxy-4-[5-methoxy-3-(trifluoromethyl)pyrazol-1-yl]phenyl}methyl)-5-nitropyrimidin-4-amine